C(C1=CC=CC=C1)N1C(N(SC1=O)CCCCN1CCN(CC1)C1=CC=CC=C1)=O 4-benzyl-2-(4-(4-phenylpiperazin-1-yl)butyl)-1,2,4-thiadiazolidine-3,5-dione